C(C)(C)(C)OC(=O)N[C@H](CC1=C(C=C(C=C1)CCB(O)O)F)C(=O)OCC |o1:8| 2-{4-[(2R*)-2-[(tert-butoxycarbonyl)amino]-3-ethoxy-3-oxopropyl]-3-fluorophenyl}ethylboronic acid